COC(=O)C1CCC(CC1)C(C)(C)NC[C@H](O)C=1C=NC=C(C1)F (1R,4R)-4-(2-(((R)-2-(5-fluoropyridin-3-yl)-2-hydroxyethyl)amino)propan-2-yl)cyclohexane-1-carboxylic acid methyl ester